3-(4-methoxyphenoxy)-6-phenylpyridazine-4-carbonitrile COC1=CC=C(OC=2N=NC(=CC2C#N)C2=CC=CC=C2)C=C1